5-fluoro-4-(2-fluoropropan-2-yl)pyridin FC=1C(=CC=NC1)C(C)(C)F